1-(4,5-diphenyloxazol-2-yl)sulfanylbutan-2-one C1(=CC=CC=C1)C=1N=C(OC1C1=CC=CC=C1)SCC(CC)=O